[Si](C)(C)(C(C)(C)C)O[C@H](CN)C (S)-2-((tert-butyldimethylsilyl)oxy)propan-1-amine